5-(5-chloro-3-fluoro-1-oxido-pyridin-1-ium-2-yl)-1-(2,2,3,3,3-pentafluoropropyl)pyrrolo[2,3-c]pyridine ClC=1C=C(C(=[N+](C1)[O-])C=1C=C2C(=CN1)N(C=C2)CC(C(F)(F)F)(F)F)F